N-(2-chloro-5-(trifluoromethyl)phenyl)-4-methyl-3-((1-(pyrazolo[1,5-a]pyrazin-3-yl)azetidin-3-yl)oxy)benzamide ClC1=C(C=C(C=C1)C(F)(F)F)NC(C1=CC(=C(C=C1)C)OC1CN(C1)C=1C=NN2C1C=NC=C2)=O